CN1N=CC(=C1)C=1C=CC=2N(C1)N=CC2N2CCN(CC2)C(=O)OCC2CCOCC2 Tetrahydro-2H-pyran-4-ylmethyl 4-[6-(1-methyl-1H-pyrazol-4-yl)pyrazolo[1,5-a]pyridin-3-yl]piperazine-1-carboxylate